COC1=CC=C(C2=C1NC(=N2)NC(=O)C=2C=NOC2C)C2CCOCC2 5-Methyl-isoxazole-4-carboxylic acid [7-methoxy-4-(tetrahydropyran-4-yl)-1H-benzoimidazol-2-yl]-amide